1-isocyano-4-methoxy-2-(3,3,3-trifluoroprop-1-en-2-yl)benzene [N+](#[C-])C1=C(C=C(C=C1)OC)C(=C)C(F)(F)F